3-((tert-butoxycarbonyl)amino)propanoate C(C)(C)(C)OC(=O)NCCC(=O)[O-]